2-Amino-4-(3-((3R,4R)-3-(dimethylamino)-4-fluoropyrrolidin-1-yl)-5-fluoro-7,9-dihydrofuro[3,4-f]quinazolin-6-yl)-7-fluorothieno[3,2-c]pyridine-3-carbonitrile NC1=C(C=2C(=NC=C(C2S1)F)C=1C2=C(C=3C=NC(=NC3C1F)N1C[C@H]([C@@H](C1)F)N(C)C)COC2)C#N